NCCNCCC[Si](OC)(OC)OC N-(2-aminoethyl)-3-aminopropyl-trimethoxy-silane